C(C=O)C(=O)[O-] The molecule is a 3-oxo monocarboxylic acid anion. It has a role as a human metabolite. It derives from a propionate. It is a conjugate base of a 3-oxopropanoic acid.